5-hydroxy-1-(pyridin-2-ylmethyl)-1H-indole-2-carboxylate OC=1C=C2C=C(N(C2=CC1)CC1=NC=CC=C1)C(=O)[O-]